6-(4,4,4-trifluorobutyl)pyridin-2-amine FC(CCCC1=CC=CC(=N1)N)(F)F